SC(CCC(=O)[O-])(C)C 3-mercapto-3-methylbutylformate